cyanomethionate S(=O)(=O)(CS(=O)(=O)[O-])C#N